C1(CCC1)CN1C(N(CC12CCC(CC2)(C2=CC=CC=C2)N(C)C)CC2=CC=C(C#N)C=C2)=O 4-[[1-(cyclobutyl-methyl)-8-dimethylamino-2-oxo-8-phenyl-1,3-diazaspiro[4.5]decan-3-yl]-methyl]-benzonitrile